methyl (S)-5-amino-6-(benzylamino)-2-methyl-3,4-dihydroquinoline-1(2H)-carboxylate NC1=C2CC[C@@H](N(C2=CC=C1NCC1=CC=CC=C1)C(=O)OC)C